(4-(naphthalen-2-ylmethoxy)benzyl)-1H-imidazole-4-carboxylic acid butyl ester C(CCC)OC(=O)C=1N=CN(C1)CC1=CC=C(C=C1)OCC1=CC2=CC=CC=C2C=C1